bromo-6-(3-fluorophenyl)pyrazolo[1,5-a]pyridine BrC1=NN2C(C=CC(=C2)C2=CC(=CC=C2)F)=C1